strontium copper tungsten oxide [W]=O.[Cu].[Sr]